3-methylimidazole acetate C(C)(=O)O.CN1C=NC=C1